C1(CC1)COCC1=CC=C(S1)C1=CC(=C(OCCCC(=O)O)C(=C1)F)F 4-[4-(5-Cyclopropylmethoxymethyl-thiophen-2-yl)-2,6-difluoro-phenoxy]-butyric acid